O1[C@@H](COCC1)CNC(=O)C1=C(C2=C(CC3(C4=CN(N=C24)C(=O)N(C)C)CC3)O1)C N7'-[(2R)-1,4-Dioxan-2-ylmethyl]-N2',N2',8'-Trimethylspiro[Cyclopropan-1,4'-furo[2,3-g]indazol]-2',7'(5'H)-dicarboxamid